tert-butyl 2-(1-(2-(2-methoxyphenyl)-2-((1-methylpiperidin-4-yl) oxy) ethyl)-5-methyl-6-(oxazol-2-yl)-2,4-dioxo-1,4-dihydrothieno[2,3-d]pyrimidin-3(2H)-yl)-2-methylpropionate COC1=C(C=CC=C1)C(CN1C(N(C(C2=C1SC(=C2C)C=2OC=CN2)=O)C(C(=O)OC(C)(C)C)(C)C)=O)OC2CCN(CC2)C